FC(C=1C=C(CN2C=C(C3=CC=CC=C23)/C=C(/C(=O)OC)\C#N)C=C(C1)C(F)(F)F)(F)F Methyl (E)-3-(1-(3,5-bis(trifluoromethyl)benzyl)-1H-indol-3-yl)-2-cyanoacrylate